BrC1=CC=C(C=C1)[C@@H](C)NC(=O)C=1NC2=C(C=C3C(=NNC3=C2)C2=CC=NC=C2)N1 (R)-N-(1-(4-bromophenyl)ethyl)-3-(pyridin-4-yl)-1,7-dihydroimidazo[4,5-f]indazole-6-carboxamide